OC1=CC=C(C=C1)C1=CC(=CC(=C1)CCP(OC)(OC)=O)CCP(OC)(OC)=O tetramethyl ((4'-hydroxy-[1,1'-biphenyl]-3,5-diyl)bis(ethane-2,1-diyl))bis(phosphonate)